(S)-5-[4-amino-2-(N-(2-amino-1-methyl-2-oxoethyl)-3,4-difluoro-anilino)thiazole-5-carbonyl]-N-cyclopentyl-isoxazole-3-carboxamide NC=1N=C(SC1C(=O)C1=CC(=NO1)C(=O)NC1CCCC1)N(C1=CC(=C(C=C1)F)F)[C@H](C(=O)N)C